1-(4-methyl-2-nitrophenyl)-4-(trimethylsilyl)-1H-1,2,3-triazole CC1=CC(=C(C=C1)N1N=NC(=C1)[Si](C)(C)C)[N+](=O)[O-]